Ethyl {6-chloro-4-[(3S)-3-(difluoromethyl)morpholin-4-yl]-1H-imidazo[4,5-c]pyridin-2-yl}acetate ClC1=CC2=C(C(=N1)N1[C@@H](COCC1)C(F)F)N=C(N2)CC(=O)OCC